N-[(5-cyano-2-fluorophenyl)methyl]-6-methyl-4-[(1-methylcyclopropyl)amino]furo[2,3-d]pyrimidine-5-carboxamide C(#N)C=1C=CC(=C(C1)CNC(=O)C1=C(OC=2N=CN=C(C21)NC2(CC2)C)C)F